C(CCC)C=1C(=NC=CC1)C1=NC=CC=C1 r-butyl-2,2'-bipyridine